N1,N1,N4-tris([1,1'-biphenyl]-4-yl)-N4-(4-(9-phenyl-9H-carbazol-3-yl)phenyl)benzene-1,4-diamine C1(=CC=C(C=C1)N(C1=CC=C(C=C1)N(C1=CC=C(C=C1)C=1C=CC=2N(C3=CC=CC=C3C2C1)C1=CC=CC=C1)C1=CC=C(C=C1)C1=CC=CC=C1)C1=CC=C(C=C1)C1=CC=CC=C1)C1=CC=CC=C1